rac-(3ar,5r,7s,7ar)-5-(2,5-difluorophenyl)-1,3,3,5,7-pentamethyloctahydrobenzo[c]isoxazole FC1=C(C=C(C=C1)F)[C@]1(C[C@@H]2[C@H](N(OC2(C)C)C)[C@H](C1)C)C |r|